BrC=1C=C(C=2C(=NN(C2C1)C1OCCCC1)C)C#N 6-bromo-3-methyl-1-tetrahydropyran-2-yl-indazole-4-carbonitrile